[Ru+2].C1(=CC=C(C=C1)C)C(C)C (para-cymene) ruthenium (II)